N1N=CC(=C1)C=1C=C(C(=C(C1)O)C=1N=NC(=CC1)NC1CC(NC(C1)(C)C)(C)C)OC(F)(F)F 5-(1H-pyrazol-4-yl)-2-(6-((2,2,6,6-tetramethylpiperidin-4-yl)amino)pyridazin-3-yl)-3-(trifluoromethoxy)phenol